BrC=1C=C2C(=NC1)NC=C2C(=O)NC2COC2 5-Bromo-N-(oxetan-3-yl)-1H-pyrrolo[2,3-b]pyridine-3-carboxamide